fluoro-adenine FC1=NC(=C2NC=NC2=N1)N